(4-Methylpiperazin-1-yl)(7-morpholino-5-(3-(m-tolyl)-1H-pyrazol-1-yl)pyrazolo[1,5-a]pyrimidin-2-yl)methanone CN1CCN(CC1)C(=O)C1=NN2C(N=C(C=C2N2CCOCC2)N2N=C(C=C2)C=2C=C(C=CC2)C)=C1